3-[(2-amino-3-methoxy-4-pyridinyl)methyl]-7-[(3-fluoro-2-pyridinyl)oxy]-4-methyl-chromen-2-one NC1=NC=CC(=C1OC)CC=1C(OC2=CC(=CC=C2C1C)OC1=NC=CC=C1F)=O